(5R,5'S)-6-oxo-7,8-dihydro-6H-spiro[imidazo[1,2-a]pyrazine-5,3'-pyrrolidine]-5'-carboxamide O=C1NCC=2N(C=CN2)[C@]12CN[C@@H](C2)C(=O)N